(1-methyl-2-(o-tolyl)-1H-indol-5-yl)methanamine CN1C(=CC2=CC(=CC=C12)CN)C1=C(C=CC=C1)C